OC1=CC=C(C=C1)C1=CC(=NN1)NC1=CC=C(C=C1)NS(=O)(=O)C N-(4-((5-(4-hydroxyphenyl)-1H-pyrazol-3-yl)amino)phenyl)methanesulfonamide